C1(=CC=CC=C1)NCC[Si](OC)(OC)OC N-phenylaminoethyltrimethoxysilane